C1N(CC2=CC=CC=C12)C1=NC=C(C=C1C(=O)NC1=CC(=CC=C1)S(=O)(=O)C)C(F)(F)F 2-isoindolin-2-yl-N-(3-methylsulfonylphenyl)-5-(trifluoromethyl)-pyridine-3-carboxamide